racemic-3-(4-amino-6-((S)-3-(methoxymethyl)pyrrolidin-1-yl)pyrido[3,4-d]pyrimidin-8-yl)-2,4-dimethylphenol NC=1C2=C(N=CN1)C(=NC(=C2)N2C[C@H](CC2)COC)C=2C(=C(C=CC2C)O)C |r|